fluoro-sulfuryl chloride FS(=O)(=O)Cl